C(C)(C)(C)C1=CC=C(C(=N1)F)C(=O)NS(=O)(=O)C1=CC=CC(=N1)NC(CC[C@@H]1CNC(C1)(C)C)C=1CCN(CC1)C(=O)OCC1=CC=CC=C1 benzyl 4-[1-[[6-[(6-tert-butyl-2-fluoro-pyridine-3-carbonyl)sulfamoyl]-2-pyridyl]amino]-3-[(3S)-5,5-dimethylpyrrolidin-3-yl]propyl]-3,6-dihydro-2H-pyridine-1-carboxylate